C(=CC1=CC=CC=C1)S(=O)(=O)O styrenesulfonic acid